[[3-chloro-5-(2,7-dimethyl-9-anthracenyl)-1,6-dihydro-1-methyl-6-oxo-4-pyridazinyl]oxy]methyl 2,2-dimethylpropanoate CC(C(=O)OCOC=1C(=NN(C(C1C=1C2=CC(=CC=C2C=C2C=CC(=CC12)C)C)=O)C)Cl)(C)C